O[C@@H](CONC(C1=C(C(=C(C=C1)F)F)NC1=C(C=C(C=C1)I)F)=O)CO N-((R)-2,3-di-hydroxypropoxy)-3,4-difluoro-2-(2-fluoro-4-iodo-phenylamino)-benzamide